ClC1=CC(=CN2C=CC=C12)C1(CC(C1)C)C1=NN=CN1C 8-chloro-6-(3-methyl-1-(4-methyl-4H-1,2,4-triazol-3-yl)cyclobutyl)indolizine